CC(C(=O)O)=CC1=CC(=C(C(=C1)OC)OC)OC α-methyl-3,4,5-trimethoxybenzeneacrylic acid